ICC1CN(C(O1)=O)C(C(=O)N)CC 2-[5-(iodomethyl)-2-oxo-1,3-oxazolidin-3-yl]butanamide